[Cl-].[Cl-].C(C)(C)[Zr+2](C1=CC=CC=2C3=CC=CC=C3CC12)C1C=CC=C1 isopropyl-(cyclopentadienyl)(fluorenyl)zirconium dichloride